[Si](C)(C)(C(C)(C)C)OC[C@H]1CN(CC1)C1=CC2=C(N(C(N2C)=O)C2C(NC(CC2)=O)=O)C=C1 3-[5-[(3R)-3-[[tert-butyl(dimethyl)silyl]oxymethyl]pyrrolidin-1-yl]-3-methyl-2-oxo-benzimidazol-1-yl]piperidine-2,6-dione